3-[(5-Cyano-6-morpholino-3-pyridyl)amino]-5-(methylamino)-6-(3-methylimidazo[4,5-c]pyridin-7-yl)pyrazine-2-carboxamide C(#N)C=1C=C(C=NC1N1CCOCC1)NC=1C(=NC(=C(N1)NC)C=1C2=C(C=NC1)N(C=N2)C)C(=O)N